CC1=C(C=CC(=C1)C)N1C(=NC2=CC(=C(C=C2C1=O)/C=C/C(=O)NO)F)CC (E)-3-(3-(2,4-dimethylphenyl)-2-ethyl-7-fluoro-4-oxo-3,4-dihydroquinazolin-6-yl)-N-hydroxyacrylamide